tributylammonium tetra(pentafluorophenyl)-borate FC1=C(C(=C(C(=C1[B-](C1=C(C(=C(C(=C1F)F)F)F)F)(C1=C(C(=C(C(=C1F)F)F)F)F)C1=C(C(=C(C(=C1F)F)F)F)F)F)F)F)F.C(CCC)[NH+](CCCC)CCCC